ClC=1C=CC(=C(C1)O)C1=C(C2=C(N=N1)N(C=C2)[C@H]2CN(CCC2)C)C2CC2 (R)-5-chloro-2-(4-cyclopropyl-7-(1-methylpiperidin-3-yl)-7H-pyrrolo[2,3-c]pyridazin-3-yl)phenol